1-(3,3-dimethylpyrrolidin-1-yl)-3-(1-(3-isopropyl-[1,2,4]triazolo[4,3-b]pyridazin-6-yl)-3,5-dimethyl-1H-pyrazol-4-yl)propan-1-one CC1(CN(CC1)C(CCC=1C(=NN(C1C)C=1C=CC=2N(N1)C(=NN2)C(C)C)C)=O)C